(1S,3R)-N-(5-chloro-4-(7-fluoro-3-isopropyl-2-methyl-2H-indazol-5-yl)pyridin-2-yl)-3-(3-methylureido)cyclohexane-1-carboxamide lithium zinc-sodium [Na].[Zn].[Li].ClC=1C(=CC(=NC1)NC(=O)[C@@H]1C[C@@H](CCC1)NC(=O)NC)C1=CC2=C(N(N=C2C(=C1)F)C)C(C)C